chloromethyl bis(2-methyl-2-propanyl) phosphate P(=O)(OCCl)(OC(C)(C)C)OC(C)(C)C